C1(CC1)C1=C(C(=NO1)C=1C=NC(=CC1)C)COC1=CC=C(C=N1)C(=O)NC1CCOCC1 6-((5-Cyclopropyl-3-(6-methyl-3-pyridyl)isoxazol-4-yl)methoxy)-N-tetrahydropyran-4-yl-pyridin-3-carboxamid